1-(5-fluoropyridin-2-yl)-5-hydroxy-N-(3-(hydroxymethyl)phenyl)-1H-pyrazole-3-carboxamide FC=1C=CC(=NC1)N1N=C(C=C1O)C(=O)NC1=CC(=CC=C1)CO